1-(2,3-dichlorophenyl)-3-[(1S)-1-(2-pyrimidin-2-yl-1,2,4-triazol-3-yl)ethyl]urea ClC1=C(C=CC=C1Cl)NC(=O)N[C@@H](C)C=1N(N=CN1)C1=NC=CC=N1